(2r,3r,4r,5r,6r)-2-((8,8-difluoro-1-oxa-2-azaspiro[4.5]dec-2-en-3-yl)methyl)-4-(4-(2,3-difluoro-4-methylphenyl)-1H-1,2,3-triazol-1-yl)-6-(hydroxymethyl)tetrahydro-2H-pyran-3,5-diol FC1(CCC2(CC(=NO2)C[C@H]2O[C@@H]([C@@H]([C@@H]([C@H]2O)N2N=NC(=C2)C2=C(C(=C(C=C2)C)F)F)O)CO)CC1)F